Cl.CC(C)NN prop-2-yldiazane hydrochloride